CC=1C=C(C=C(C1)C(F)(F)F)C(C)=O 1-(3-methyl-5-(trifluoromethyl)phenyl)ethan-1-one